FC1=C(C=C(C=C1C(F)(F)F)[N+](=O)[O-])/C=C/C(=O)OCC ethyl (2E)-3-[2-fluoro-5-nitro-3-(trifluoromethyl)phenyl]prop-2-enoate